2-METHYL-3-OXO-BUTANAL CC(C=O)C(C)=O